5-Fluoro-4-[3-(4-{4-fluoro-2-[(3R)-3-methylmorpholine-4-carbonyl]phenyl}-1-methyl-1H-indazol-6-yl)azetidin-1-yl]-5-methylhexanal FC(C(CCC=O)N1CC(C1)C1=CC(=C2C=NN(C2=C1)C)C1=C(C=C(C=C1)F)C(=O)N1[C@@H](COCC1)C)(C)C